bromocesium iodide lead [Pb+2].[I-].Br[Cs].[I-]